3-(2-Chlorothiazol-4-yl)piperidine-1,3-dicarboxylic acid 1-benzyl ester 3-methyl ester COC(=O)C1(CN(CCC1)C(=O)OCC1=CC=CC=C1)C=1N=C(SC1)Cl